2-(tetrahydro-2H-pyran-2-yl)acethydrazide trifluoroacetate FC(C(=O)O)(F)F.O1C(CCCC1)CC(=O)NN